C(C)N1N=NN(C1=O)CCN1CCC(CC1)N(C(CC)=O)C1=CC=C(C=C1)NC(OC(C)(C)C)=O tert-Butyl (4-(N-(1-(2-(4-ethyl-5-oxo-4,5-dihydro-1H-tetrazol-1-yl)ethyl)piperidin-4-yl)propionamido)phenyl)carbamate